4-(methylamino)-N-[(1s,4s)-4-{[4-cyano-3-methyl-5-(trifluoromethyl)phenyl]amino}cyclohexyl]benzamide CNC1=CC=C(C(=O)NC2CCC(CC2)NC2=CC(=C(C(=C2)C(F)(F)F)C#N)C)C=C1